ClC1=CC(=C2C(=N1)SC=N2)SC 5-chloro-7-(methylthio)thiazolo[5,4-b]pyridine